(Z)-2-methyl-N-(2-(trifluoromethyl)-6H-pyrano[3,4-b]pyridin-5(8H)-ylidene)propane-2-sulfinamide CC(C)(C)S(=O)\N=C\1/COCC2=NC(=CC=C21)C(F)(F)F